BrC1=CC2=C(N=C(S2)C2N(C(N(C2)C)=O)C)C=C1 4-(6-bromobenzothiazol-2-yl)-1,3-dimethylimidazolin-2-one